1,3-dimethylimidazoline-2-carboxylate CN1C(N(CC1)C)C(=O)[O-]